ClC=1C=C2C(N(C(C2=CC1Cl)=O)C(=O)NC=1OC(=NN1)C=1SC(=CC1)Cl)=O 5,6-dichloro-N-(5-(5-chlorothien-2-yl)-1,3,4-oxadiazol-2-yl)-1,3-dioxoisoindoline-2-carboxamide